((2r,4r)-4-aminotetrahydro-2H-pyran-2-yl)((S)-1-(4-fluorophenyl)-3,4-dihydroisoquinolin-2(1H)-yl)methanone N[C@H]1C[C@@H](OCC1)C(=O)N1[C@H](C2=CC=CC=C2CC1)C1=CC=C(C=C1)F